Tert-butyl ((3S,4S)-8-(3-amino-5-methyl-1H-pyrazolo[3,4-b]pyrazin-6-yl)-3-methyl-2-oxa-8-azaspiro[4.5]decan-4-yl)carbamate NC1=NNC2=NC(=C(N=C21)C)N2CCC1([C@@H]([C@@H](OC1)C)NC(OC(C)(C)C)=O)CC2